(3R)-4-[4-(2,4-Dioxohexahydropyrimidin-1-yl)-8-isoquinolinyl]-3-methyl-piperazine-1-Formic acid tert-butyl ester C(C)(C)(C)OC(=O)N1C[C@H](N(CC1)C=1C=CC=C2C(=CN=CC12)N1C(NC(CC1)=O)=O)C